((2r,3r,4r,5s)-3,4,5-tris(benzyloxy)-1-((1-phenylpiperidin-4-yl)methyl)piperidin-2-yl)methanol C(C1=CC=CC=C1)O[C@@H]1[C@H](N(C[C@@H]([C@H]1OCC1=CC=CC=C1)OCC1=CC=CC=C1)CC1CCN(CC1)C1=CC=CC=C1)CO